1-(4-fluorophenyl)-3-methoxy-1H-benzo[g]indazole-4,5-dione FC1=CC=C(C=C1)N1N=C(C=2C(C(C3=C(C12)C=CC=C3)=O)=O)OC